5-(trifluoromethyl)-isoindoline FC(C=1C=C2CNCC2=CC1)(F)F